1-(4-fluorophenyl)-4-methyl-6-oxo-1,6-dihydropyridazine-3-carboxamide FC1=CC=C(C=C1)N1N=C(C(=CC1=O)C)C(=O)N